[Si](C)(C)(C(C)(C)C)OC(C)C1=C(C(=CC(=C1)F)C(NC)=O)NC(=O)C12CC(C1)(C2)C2=CC=C(C=C2)F N-(2-(1-((tert-butyldimethylsilyl)oxy)ethyl)-4-fluoro-6-(methylcarbamoyl)phenyl)-3-(4-fluorophenyl)bicyclo[1.1.1]pentane-1-carboxamide